The molecule is a gibberellin carboxylic acid anion obtained by deprotonation of the carboxy group of gibberellin A3. It has a role as a plant metabolite. It is a conjugate base of a gibberellin A3. C[C@@]12[C@H](C=C[C@@]3([C@@H]1[C@@H]([C@]45[C@H]3CC[C@](C4)(C(=C)C5)O)C(=O)[O-])OC2=O)O